O=C([C@@H](O)[C@H](O)CO)OCC ethyl threonate